1,12-diisocyanatotridecane zinc pentadecenetricarboxylate C(C=CCCCCCCCCCCCC)(C(=O)[O-])(C(=O)[O-])C(=O)[O-].[Zn+2].N(=C=O)CCCCCCCCCCCC(C)N=C=O.C(C=CCCCCCCCCCCCC)(C(=O)[O-])(C(=O)[O-])C(=O)[O-].[Zn+2].[Zn+2]